NC=1C=CC(=C(C1)NC(CCCO[Si](C1=CC=CC=C1)(C1=CC=CC=C1)C(C)(C)C)=O)N1CCN(CC1)C N-[5-amino-2-(4-methylpiperazin-1-yl)phenyl]-4-[(tert-butyldiphenylsilyl)oxy]butanamide